OC=1C=C(C=C(C1)C)CC1=CC(=CC(=C1)C)O bis[3-hydroxy-5-methylphenyl]methane